[O-]S(=O)(=O)C(F)(F)F.[Nd+2].[O-]S(=O)(=O)C(F)(F)F Neodymium(II) triflate